ClCCC(=O)C1=CC=C(C=C1)OC(F)(F)F 3-chloro-1-[4-(trifluoromethoxy)phenyl]propan-1-one